N-(3-(3-(4-(morpholine-4-carbonyl)phenyl)-2-oxo-2,3-dihydro-1H-imidazo[4,5-c]pyridin-1-yl)phenyl)acrylamide N1(CCOCC1)C(=O)C1=CC=C(C=C1)N1C(N(C2=C1C=NC=C2)C=2C=C(C=CC2)NC(C=C)=O)=O